C(C)(C)(C)C1=NC(=NO1)C(=O)NCC1=CC(=C(C=C1)C=1C=2N(C=C(N1)C=1C=NN(C1)C)N=CC2)F (Tert-butyl)-N-(3-fluoro-4-(6-(1-methyl-1H-pyrazol-4-yl)pyrazolo[1,5-a]pyrazin-4-yl)benzyl)-1,2,4-oxadiazole-3-carboxamide